N-(1-(2-fluoro-4-methylphenyl)ethyl)acetamide FC1=C(C=CC(=C1)C)C(C)NC(C)=O